NC1=CC=CC(=C1)N 1,5-diaminobenzene